1-(methylamino)hexane-2,3,4,5-tetrol CNCC(C(C(C(C)O)O)O)O